3-((dimethylamino)methyl-5-(4-((3-octylundecanoyl)oxy)butoxy)phenoxy)butyloctadeca-9,12-dienoate CN(C)CC1=C(OC(CCOC(CCCCCCCC=CCC=CCCCCC)=O)C)C=C(C=C1)OCCCCOC(CC(CCCCCCCC)CCCCCCCC)=O